2-(4'-(2-(benzyloxy)ethyl)-[1,1'-biphenyl]-4-yl)-2-methylpropionic acid C(C1=CC=CC=C1)OCCC1=CC=C(C=C1)C1=CC=C(C=C1)C(C(=O)O)(C)C